The molecule is a quinone imine having amino substituents in the 2- and 5-positions and 4-aminophenyl substituents on both of the imine nitrogens. It is a trimer formed from 1,4-phenylenediamine. It has a role as a mutagen and an allergen. It derives from a 1,4-phenylenediamine. C1=CC(=CC=C1N)N=C2C=C(C(=NC3=CC=C(C=C3)N)C=C2N)N